dihydronaringenin C1=CC(=CC=C1CCC(=O)C2=C(C=C(C=C2O)O)O)O